N[C@H](C(=O)O)CC1=CNC2=C(C=CC=C12)Cl (S)-2-Amino-3-(7-chloro-1H-indol-3-yl)propanoic acid